BrC1=C(C=C(C=N1)CN1CCC(CC1)(F)CO)F (1-((6-bromo-5-fluoropyridin-3-yl)methyl)-4-fluoropiperidin-4-yl)methanol